O=C1NCCC2=C1SC1=C2CCOC1 8-oxo-1,3,4,5,6,8-hexahydro-7H-pyrano[4',3':4,5]thieno[2,3-c]pyridin